(1R,3S,5R)-2-(2-(3-acetyl-7-ethyl-5-(2-methylpyrimidin-5-yl)-1H-indazol-1-yl)acetyl)-N-(6-bromo-3-methylpyridin-2-yl)-5-methyl-2-azabicyclo[3.1.0]hexane-3-carboxamide C(C)(=O)C1=NN(C2=C(C=C(C=C12)C=1C=NC(=NC1)C)CC)CC(=O)N1[C@@H]2C[C@@]2(C[C@H]1C(=O)NC1=NC(=CC=C1C)Br)C